C1=C(C=CC2=CC=CC=C12)CC1=C(C#N)C=CC=C1 2-(2-naphthylmethyl)benzonitrile